6-Morpholino-N-((1r,4r)-4-((pyridin-4-ylmethyl)amino)cyclohexyl)pyridine-3-sulfonamide O1CCN(CC1)C1=CC=C(C=N1)S(=O)(=O)NC1CCC(CC1)NCC1=CC=NC=C1